ClC1=CC=C(CN2C=C3C(C=4C=CC=NC24)=CCN(C3)CC3=CC(=CC=C3)C#N)C=C1 6-(4-Chlorobenzyl)-3-(3-cyanobenzyl)-2,3,4,6-tetrahydropyrido[3,4-c][1,8]naphthyridine